C(#N)N1C[C@@H](CC1)NC(C1=CC(=CC=C1)S(=O)(=O)N[C@H]1CNCC1)=O N-[(3R)-1-cyano-3-pyrrolidinyl]-3-([(3R)-3-pyrrolidinylamino]sulfonyl)-benzamide